N-(4-(4-amino-7-(6-(difluoromethyl)pyridin-2-yl)-3-(3-fluoro-4-((4-methylpyrimidin-2-yl)oxy)phenyl)thieno[3,2-c]pyridin-2-yl)-3-methylphenyl)methacrylamide NC1=NC=C(C2=C1C(=C(S2)C2=C(C=C(C=C2)NC(C(=C)C)=O)C)C2=CC(=C(C=C2)OC2=NC=CC(=N2)C)F)C2=NC(=CC=C2)C(F)F